FC1=CC(=C(OC=2C(=NC=NC2)N2CC3(CCN(C3)CC3=CC4=C(NC(N4)=O)C=C3)CC2)C=C1)CC(C)C 5-((7-(5-(4-fluoro-2-isobutylphenoxy)pyrimidin-4-yl)-2,7-diazaspiro[4.4]non-2-yl)methyl)-1,3-dihydro-2H-benzo[d]imidazol-2-one